FC1(CC1)C1=NN2C(N(C([C@@H](CC2)C2=NC(=NN2)C(=O)N)=O)C)=C1 (6S)-2-(1-fluorocyclopropyl)-4-methyl-5-oxo-7,8-dihydro-6H-pyrazolo[1,5-a][1,3]diazepin-6-yl-1,2,4-triazole-3-carboxamide